Cl.C(#C)[C@H]1[C@H](CNCC1)F (3R,4S)-4-ethynyl-3-fluoropiperidine hydrochloride